N[C@@H]1[C@@H](N(CC1)C(=O)N1CCC1)CC=1C=C(C=CC1)C1=CC(=CC=C1)F ((2S,3S)-3-amino-2-((3'-fluoro[biphenyl]-3-yl)methyl)pyrrolidin-1-yl)(azetidin-1-yl)methanone